N-cyclopropyl-2-fluoro-5-(6-((1-hydroxy-2-methylpropan-2-yl)amino)-5-isopropoxypyridin-3-yl)-4-methylbenzamide C1(CC1)NC(C1=C(C=C(C(=C1)C=1C=NC(=C(C1)OC(C)C)NC(CO)(C)C)C)F)=O